C(C)C(COCCO)(COCCO)COCCO 2,2'-((2-ethyl-2-((2-hydroxyethoxy)methyl)propane-1,3-diyl)bis(oxy))bis(ethan-1-ol)